FC1(CN(CC1)C1=NC=CC(=C1NC(=O)C=1C=NC(=NC1)C(C)C)C=1C=CC2=C(CCO2)C1)F N-(2-(3,3-difluoropyrrolidin-1-yl)-4-(2,3-dihydrobenzofuran-5-yl)pyridin-3-yl)-2-iso-propylpyrimidine-5-carboxamide